COC1=C(C=C(C=C1)CC1=NNC(C2=CC=CC=C12)=O)C1=CC2=C(NC(=N2)NC(OC)=O)C=C1 Methyl (5-(2-methoxy-5-((4-oxo-3,4-dihydrophthalazin-1-yl)methyl)phenyl)-1H-benzoimidazol-2-yl)carbamate